3-(methacryloxy)octyltris(trimethylsiloxy)silane C(C(=C)C)(=O)OC(CC[Si](O[Si](C)(C)C)(O[Si](C)(C)C)O[Si](C)(C)C)CCCCC